(S)-5-chloro-N-(1-(5-fluoropyridin-2-yl)ethyl)-N4-(5-isopropoxy-1H-pyrazol-3-yl)pyrimidine-2,4-diamine ClC=1C(=NC(=NC1)N[C@@H](C)C1=NC=C(C=C1)F)NC1=NNC(=C1)OC(C)C